(S)-3-(((benzyloxy)carbonyl)amino-2-oxopyrrolidin-1-yl)-1,4-dioxaspiro[4.5]decane-7-carboxylic acid C(C1=CC=CC=C1)OC(=O)NC1C(N(CC1)[C@@H]1COC2(O1)CC(CCC2)C(=O)O)=O